The molecule is a taxane diterpenoid that consists of paclitaxel bearing an additional hydroxy substituent at the 6alpha-position. It has a role as an antineoplastic agent. It is a taxane diterpenoid and a tetracyclic diterpenoid. It derives from a paclitaxel. CC1=C2[C@H](C(=O)[C@]3([C@H]([C@@H]([C@@](C2(C)C)(C[C@@H]1OC(=O)[C@@H]([C@H](C4=CC=CC=C4)NC(=O)C5=CC=CC=C5)O)O)OC(=O)C6=CC=CC=C6)[C@@]7(CO[C@@H]7[C@H]([C@@H]3O)O)OC(=O)C)C)OC(=O)C